Cl.CN1NC2=C(C=NC=C2C(=O)O)C1=C=O 2-methyl-3-carbonyl-1H-pyrazolo[4,3-c]pyridine-7-carboxylic acid hydrochloride